1-{1-methyl-6-[2-methyl-4-(piperidin-3-ylmethyl)piperazin-1-yl]indazol-3-yl}-1,3-diazinane-2,4-dione CN1N=C(C2=CC=C(C=C12)N1C(CN(CC1)CC1CNCCC1)C)N1C(NC(CC1)=O)=O